CN1CCN(CC1)C1=CC(=C(C=C1)C=1C(=NC(=CC1)C=1C=NNC1)C(=O)N)N1CCCCC1 (4-(4-methylpiperazin-1-yl)-2-(piperidin-1-yl)phenyl)-6-(1H-pyrazol-4-yl)picolinamide